9-(2-(hexyl(2-(hexyloxy)ethyl)amino)pyrimidin-5-yl)-6,7-dimethoxynaphtho[2,3-c]furan-1(3H)-one C(CCCCC)N(C1=NC=C(C=N1)C1=C2C=C(C(=CC2=CC2=C1C(OC2)=O)OC)OC)CCOCCCCCC